N-[2-[(2-Aminoethyl)amino]ethyl]-9-octadecenamide NCCNCCNC(CCCCCCCC=CCCCCCCCC)=O